5-[[4-cyclopentyl-3-(trifluoromethyl)benzyl]oxy]-7-methyl-1H-indole C1(CCCC1)C1=C(C=C(COC=2C=C3C=CNC3=C(C2)C)C=C1)C(F)(F)F